C(C)(C)(C)OC(=O)N1CC(C=2C3=C(C(=CC12)OC)C=CC=C3)C.C(C)NC(C(C)(OC=3C=C1C=C(C=NC1=C(C3)C)C#C)S)=O N-ethyl-2-[(3-ethynyl-8-methyl-6-quinolyl)oxy]-2-methyl-sulfanyl-acetamide tert-Butyl-5-methoxy-1-methyl-1,2-dihydro-3H-benzo[e]indole-3-carboxylate